FC=1C(=C(C=C(C1)C)CC(=O)O)C fluoro-2,5-dimethylbenzeneacetic acid